PHENYLHEXANOL C1(=CC=CC=C1)C(CCCCC)O